(3R,5aS,6S,6aR,6bS)-ethyl 3-(4-methoxyphenyl)-5-oxohexahydro-1H-cyclopropa[3,4]pyrrolo[1,2-c]oxazole-6-carboxylate COC1=CC=C(C=C1)[C@H]1OC[C@H]2N1C([C@H]1[C@@H]2[C@@H]1C(=O)OCC)=O